OCCOCCCOCCCC1=CC2=C(N(C(N2C)=O)C2C(NC(CC2)=O)=O)C=C1 3-(5-[3-[3-(2-hydroxyethoxy)propoxy]propyl]-3-methyl-2-oxo-2,3-dihydro-1H-1,3-benzodiazol-1-yl)piperidine-2,6-dione